N1=CC=C(C=C1)NC(N)=O 3-(pyridin-4-yl)urea